N=1C=CN2C1C=CC(=C2)C(C)=O 1-(imidazo[1,2-a]pyridin-6-yl)ethan-1-one